bromo(4-iodobenzyl)zinc Br[Zn]CC1=CC=C(C=C1)I